Methyl 2-(2,4-dichlorophenyl)-2-(3-fluoro-N-(pyridin-3-ylmethyl)benzamido)acetate ClC1=C(C=CC(=C1)Cl)C(C(=O)OC)N(C(C1=CC(=CC=C1)F)=O)CC=1C=NC=CC1